ClC1=CC=C(C=C1)C1=C(CCC(C1)(C)C)CN1C2CN(C(C1)CC2)CC=2C=C1CN(C(C1=CC2)=O)C2C(NC(CC2)=O)=O 3-(5-((5-((4'-chloro-5,5-dimethyl-3,4,5,6-tetrahydro-[1,1'-biphenyl]-2-yl)methyl)-2,5-diazabicyclo[2.2.2]octan-2-yl)methyl)-1-oxoisoindolin-2-yl)piperidine-2,6-dione